tert-butyl (4-chloro-2-(4-cyclopropyl-1,1,1-trifluoro-2-hydroxybut-3-yn-2-yl)-5-formylphenyl)carbamate ClC1=CC(=C(C=C1C=O)NC(OC(C)(C)C)=O)C(C(F)(F)F)(C#CC1CC1)O